(S)-α-methyl-4-iodo-3-methoxyphenylalanine C[C@](N)(CC1=CC(=C(C=C1)I)OC)C(=O)O